C(CCCCCCC\C=C/C\C=C/CCCCC)(=O)OCC(COC(CC12C[C@]3(C[C@](CC(C1)C3)(C2)C)C)=O)COC(CCCN(C)C)=O 3-(2-((1r,3R,5S,7r)-3,5-dimethyladamantan-1-yl)acetoxy)-2-(((4-(dimethylamino)butanoyl)oxy)methyl)propyl (9Z,12Z)-octadeca-9,12-dienoate